2-(6-methylpyridin-3-yl)oxazole-4-carboxamide CC1=CC=C(C=N1)C=1OC=C(N1)C(=O)N